6-(2H-1,2,3-triazol-2-yl)pyridine-3-sulfonyl chloride N=1N(N=CC1)C1=CC=C(C=N1)S(=O)(=O)Cl